C(C)(C)(C)OC(=O)N1[C@H](CC[C@@H](C1)C)C1=NNC=C1.C(=O)(O)C1=CC=C(C=C1)N=NC1=CC=C(C=C1)C(=O)O |r| 4,4'-dicarboxyazobenzene tert-butyl-rac-(2R,5S)-5-methyl-2-(1H-pyrazol-3-yl)piperidine-1-carboxylate